FC(C=1N=C(NC1)N1CCCCC1)(F)F 1-[4-(trifluoromethyl)-1H-imidazol-2-yl]piperidin